FC=1C(=CC(=NC1)OC)[C@H](C(=O)N1C[C@]2(CC1)NC1=NC(=C(C=C1CC2)C2=NC=NC(=C2)C(F)(F)F)C)C (2R)-2-(5-fluoro-2-methoxypyridin-4-yl)-1-{(2S)-7-methyl-6-[6-(trifluoromethyl)pyrimidin-4-yl]-3,4-dihydro-1H-spiro[1,8-naphthyridine-2,3'-pyrrolidin]-1'-yl}propan-1-one